CC1(OB(OC1(C)C)C1=CC2=CN(N=C2C=C1)C1CC(NC(C1)(C)C)(C)C)C 5-(4,4,5,5-tetramethyl-1,3,2-dioxaborolan-2-yl)-2-(2,2,6,6-tetramethyl-4-piperidyl)indazole